(R)-But-3-yn-2-ylcarbamate C[C@H](C#C)NC([O-])=O